2-Acetyl-5-methylpyrazine C(C)(=O)C1=NC=C(N=C1)C